2-[2,6-Dimethoxy-4-[7-[(6-methyl-3-pyridyl)methoxy]imidazo[1,2-a]pyridin-3-yl]phenyl]-5-ethyl-1,3,4-oxadiazole COC1=C(C(=CC(=C1)C1=CN=C2N1C=CC(=C2)OCC=2C=NC(=CC2)C)OC)C=2OC(=NN2)CC